F[P-](F)(F)(F)(F)F.C(#N)C(C(=O)OCC)=NO[C+](N1CCOCC1)N(C)C (1-cyano-2-ethoxy-2-oxoethylideneaminooxy)dimethylaminomorpholinocarbenium hexafluorophosphate